4-ethyl-2-hydroxy-3,4,6,7-tetrahydrocyclopenta[b]pyran-5(2H)-one C(C)C1C2=C(OC(C1)O)CCC2=O